COC1=CC=C(C=C1)N1N=NC(=C1)C(=O)N 1-(4-methoxyphenyl)-1H-1,2,3-triazole-4-carboxamide